CC(=C)C(=C)C 2,3-dimethyl-1,3-butadiene